CS(=O)(=O)C1=CC=C(C=C1)NCC#CC=1N(C2=CC=CC(=C2C1)NC1CCS(CC1)(=O)=O)CC1OC1 4-[(2-{3-[(4-methane-sulfonylphenyl)-amino]prop-1-yn-1-yl}-1-[(oxiran-2-yl)-methyl]-1H-indol-4-yl)amino]-1λ6-thiane-1,1-dione